tert-Butyl ((2S,3S)-1-methyl-5-oxo-2-(pyridin-3-yl)pyrrolidine-3-carbonyl)glycinate CN1[C@@H]([C@H](CC1=O)C(=O)NCC(=O)OC(C)(C)C)C=1C=NC=CC1